3-(2-(1-((Tetrahydro-2H-pyran-4-yl)methyl)-1H-pyrazolo[4,3-b]pyridin-3-yl)pyridin-4-yl)-5-(trifluoromethyl)-1,2,4-oxadiazole O1CCC(CC1)CN1N=C(C2=NC=CC=C21)C2=NC=CC(=C2)C2=NOC(=N2)C(F)(F)F